3-(pyridin-3-yl)-1H-1,2,4-triazol-5-amine N1=CC(=CC=C1)C1=NNC(=N1)N